FC1=CC=C2C=C(C=NC2=C1F)C1=N[C@H]([C@H](C=2C(=C(C=CC12)C)C#N)C)C |r| rac-(3S,4S)-1-(7,8-difluoro-3-quinolyl)-3,4,6-trimethyl-3,4-dihydroisoquinoline-5-carbonitrile